FC=1C=C(C=C(C1)C1=CN=NC(=C1)OC([2H])([2H])[2H])O 3-fluoro-5-(6-(methoxy-d3)pyridazin-4-yl)phenol